C(C)C(COB(OCC(CCCC)CC)OCC(CCCC)CC)CCCC tri(2-ethylhexyl-oxy)borane